methyl (3S)-6-amino-3-[[3-(5-methyl-1,2,4-oxadiazol-3-yl)benzoyl]amino]hexanoate NCCC[C@@H](CC(=O)OC)NC(C1=CC(=CC=C1)C1=NOC(=N1)C)=O